N,N'-methylenebisstearic acid amide C(NC(CCCCCCCCCCCCCCCCC)=O)NC(CCCCCCCCCCCCCCCCC)=O